C(C(=C)C)(=O)OCCC[Si](Cl)(C)C 3-Methacryloyloxypropyl-dimethyl-chlorosilane